6,7-dimethoxy-1-(2-methylthiophen-3-yl)-3,4-dihydroisoquinoline COC=1C=C2CCN=C(C2=CC1OC)C1=C(SC=C1)C